FC1=C(O[C@@H]2CN(CC2)C(=O)N2C[C@@H]3[C@@H](OCC(N3)=O)CC2)C=C(C=C1)C(F)(F)F (4aR,8aS)-6-[(3S)-3-[2-fluoro-5-(trifluoromethyl)phenoxy]pyrrolidine-1-carbonyl]-4,4a,5,7,8,8a-hexahydropyrido[4,3-b][1,4]oxazin-3-one